NC1=NNC=2C1=NC(=CC2)C2=C(C=C(C=C2)S(=O)(=O)NC2(CCCC2)CO)C 4-(3-amino-1H-pyrazolo[4,3-b]pyridin-5-yl)-N-(1-(hydroxymethyl)cyclopentyl)-3-methylbenzenesulfonamide